2-(4-(4-((2,4-dioxothiazolidin-5-yl-5-d)methyl-d)phenoxy)phenyl)acrylic acid methyl ester COC(C(=C)C1=CC=C(C=C1)OC1=CC=C(C=C1)C([2H])C1(C(NC(S1)=O)=O)[2H])=O